(3-(2-(2-Aminoethoxy)ethoxy)propionylamino)-N-(6-cyclopropyl-5-methylpyridin-2-yl)benzamide NCCOCCOCCC(=O)NC1=C(C(=O)NC2=NC(=C(C=C2)C)C2CC2)C=CC=C1